C(C)N1C[C@@H](CCC1)NC=1N=NC(=C2C1N=CC=C2)C2=C(C=C(C=C2)C(F)(F)F)O (R)-2-(8-((1-ethylpiperidin-3-yl)amino)pyrido[2,3-d]pyridazin-5-yl)-5-(trifluoromethyl)phenol